CN(C1CC2=C(N=CS2)CC1)C N,N-dimethyl-4,5,6,7-tetrahydrobenzo[d]Thiazol-6-amine